lanthanum α-naphthylacetate C1(=CC=CC2=CC=CC=C12)CC(=O)[O-].[La+3].C1(=CC=CC2=CC=CC=C12)CC(=O)[O-].C1(=CC=CC2=CC=CC=C12)CC(=O)[O-]